(4-((2-((2,5-dioxopyrrolidin-1-yl)oxy)-2-oxoethyl)thio)-4-methylpentanoyl)-N-methyl-L-alanine O=C1N(C(CC1)=O)OC(CSC(CCC(=O)N([C@@H](C)C(=O)O)C)(C)C)=O